2-methyl-1,3-propyleneglycol CC(CO)CO